C=1OC=CN2C1C(=NC=C2)C(=O)N pyrazino[2,1-C][1,4]oxazine-9-carboxamide